ClC=1C(=NC(=NC1)NC1CCOCC1)C1=CC=C2CN(C(C2=C1)=O)CC(=O)N1CCC2=C(CC1)C=CC(=C2)C#N 3-[2-(6-{5-chloro-2-[(oxan-4-yl)amino]pyrimidin-4-yl}-1-oxo-2,3-dihydro-1H-isoindol-2-yl)acetyl]-2,3,4,5-tetrahydro-1H-3-benzazepine-7-carbonitrile